2-chloro-6-((5-cyclopropyl-1H-pyrazol-3-yl)amino)-N-propylpyrimidine-4-carboxamide ClC1=NC(=CC(=N1)C(=O)NCCC)NC1=NNC(=C1)C1CC1